[C@H]12CN(C[C@H](CC1)N2)C2=NC(=NC1=C(C(=C(C=C21)Cl)C2=CC=CC1=CC=CC=C21)F)OCCC2(CC2)N2CCCC2 4-((S or R)-4-((1R,5S)-3,8-diazabicyclo[3.2.1]octan-3-yl)-6-chloro-8-fluoro-2-(2-(1-(pyrrolidin-1-yl)cyclopropyl)ethoxy)quinazolin-7-yl)naphthalen